(1R,3aR,6aS)-N-((S)-1-cyano-2-((R)-2-oxopiperidin-3-yl)ethyl)-4,4-difluoro-2-(9-hydroxy-9H-fluorene-9-carbonyl)octahydrocyclopenta[c]pyrrole-1-carboxamide C(#N)[C@H](C[C@@H]1C(NCCC1)=O)NC(=O)[C@@H]1N(C[C@H]2[C@@H]1CCC2(F)F)C(=O)C2(C1=CC=CC=C1C=1C=CC=CC21)O